1,3-bis(tris(hydroxymethyl)methylamino)propane tert-butyl-(4-bromo-3-chloro-2-nitrophenyl)carbamate tert-butyl-N-(4-bromo-3-chloro-2-nitrophenyl)-N-[(tert-butoxy)carbonyl]carbamate C(C)(C)(C)OC(N(C(=O)OC(C)(C)C)C1=C(C(=C(C=C1)Br)Cl)[N+](=O)[O-])=O.C(C)(C)(C)N(C(O)=O)C1=C(C(=C(C=C1)Br)Cl)[N+](=O)[O-].OCC(NCCCNC(CO)(CO)CO)(CO)CO